1-methyl-2-[[4-[2-(2H-tetrazol-5-yl)phenyl]piperazin-1-yl]methyl]benzimidazole CN1C(=NC2=C1C=CC=C2)CN2CCN(CC2)C2=C(C=CC=C2)C=2N=NNN2